ClC=1C=C(C(=NC1)NC[C@@H]1[C@@H](OC(CN1C(=O)OC(C)(C)C)(F)F)C)F tert-Butyl (5R,6S)-5-(((5-chloro-3-fluoropyridin-2-yl)amino)methyl)-2,2-difluoro-6-methylmorpholine-4-carboxylate